2-Acetamido-N-(5-chloro-4-methylthiazol-2-yl)benzamide methyl-2-(aminomethyl)-5-fluoro-2-methyl-2,3-dihydrobenzofuran-7-carboxylate COC(=O)C1=CC(=CC=2CC(OC21)(C)CN)F.C(C)(=O)NC2=C(C(=O)NC=1SC(=C(N1)C)Cl)C=CC=C2